N(=C=O)C12CC(C1)(C2)NC(OC(C)(C)C)=O tert-butyl (3-isocyanatobicyclo[1.1.1]pentan-1-yl)carbamate